5-chloro-2-(4-pyridinyl)-1H-pyrimidin-6-one ClC1=CN=C(NC1=O)C1=CC=NC=C1